[B].[B].[Cr] chromium diboride